N,3-diphenylprop-2-en-1-imine C1(=CC=CC=C1)N=CC=CC1=CC=CC=C1